C1CCC2=C(C=3CCCC3C=C12)NC(=O)[N-]S(N(C[C@@H]1OCCC1)C=1C=NN(C1)C)(=O)=O.[Na+] Sodium [(1,2,3,5,6,7-hexahydro-s-indacen-4-yl)carbamoyl][(1-methyl-1H-pyrazol-4-yl)({[(2R)-oxolan-2-yl]methyl})sulfamoyl]azanide